(5R)-5-(4,4-diethyl-2-imino-6-oxo-hexahydropyrimidin-1-yl)-N-[(3S,4R)-3-hydroxy-3-methyl-chroman-4-yl]-2,3,4,5-tetrahydro-1-benzoxepine-7-carboxamide C(C)C1(NC(N(C(C1)=O)[C@@H]1CCCOC2=C1C=C(C=C2)C(=O)N[C@H]2[C@](COC1=CC=CC=C21)(C)O)=N)CC